N,N-Dipropylethylamine C(CC)N(CCC)CC